1,3,4-oxadiazole acetate C(C)(=O)O.O1C=NN=C1